C(C)(=O)OC=1C(=NC=CC1OC)C(N[C@@H](C)C1=NC(=NO1)C1=CC(=CC=C1)C(C)C)=O (S)-2-((1-(3-(3-isopropylphenyl)-1,2,4-oxadiazol-5-yl)ethyl)carbamoyl)-4-methoxypyridin-3-yl acetate